NC=1N=C(SC1C(=O)C=1C=NC(=CC1)OC(F)F)N(C1=CC=C(C=C1)C(F)F)C(C(=O)N)C [N-[4-amino-5-[6-(difluoromethoxy)pyridine-3-carbonyl]thiazol-2-yl]-4-(difluoromethyl)anilino]propanamide